OCCOC(C(CBr)(C)Br)=O 2,3-dibromo-2-methylpropanoic acid hydroxyethyl ester